perfluorotetradecyl-triethoxysilane FC(C(F)(F)F)(O[Si](OC(C(F)(F)F)(F)F)(OC(C(F)(F)F)(F)F)C(C(C(C(C(C(C(C(C(C(C(C(C(C(F)(F)F)(F)F)(F)F)(F)F)(F)F)(F)F)(F)F)(F)F)(F)F)(F)F)(F)F)(F)F)(F)F)(F)F)F